C(CCCO)O 1,4-butane-diol